ClC=1N=C(N2N=C(N=CC21)N[C@H]2[C@@H](CN(CC2)S(=O)(=O)C)F)C2CCN(CC2)C(=O)OC(C)(C)C tert-butyl 4-(5-chloro-2-{[(3R,4R)-3-fluoro-1-methanesulfonylpiperidin-4-yl]amino}imidazo[4,3-f][1,2,4]triazin-7-yl)piperidine-1-carboxylate